butyl chloroformate ClC(=O)OCCCC